phenyl-titanium dichloride [Cl-].[Cl-].C1(=CC=CC=C1)[Ti+2]